OCCNS(=O)(=O)C1=CC(=C(C=C1)NCC#CC=1N(C2=CC=CC(=C2C1)NC1CCN(CC1)C1CCOCC1)CC(F)(F)F)OC N-(2-hydroxyethyl)-3-methoxy-4-((3-(4-((1-(tetrahydro-2H-pyran-4-yl)piperidin-4-yl)amino)-1-(2,2,2-trifluoroethyl)-1H-indol-2-yl)prop-2-yn-1-yl)amino)benzenesulfonamide